3-amino-2-(2-methoxy-5-(pyridin-2-yl)phenyl)-2-methylpropanoic acid ethyl ester hydrochloride Cl.C(C)OC(C(CN)(C)C1=C(C=CC(=C1)C1=NC=CC=C1)OC)=O